CC1=C(C=C(C=C1)B1OC(C(O1)(C)C)(C)C)CO [2-methyl-5-(4,4,5,5-tetramethyl-1,3,2-dioxaborolan-2-yl)phenyl]methanol